(+/-)-4-[4-(2,6-difluoro-4-{[5-(hydroxymethyl)-5-(propan-2-yl)-5,6-dihydro-4H-1,3-oxazin-2-yl]amino}phenoxy)-1H-pyrrolo[2,3-b]pyridin-3-yl]butanenitrile FC1=C(OC2=C3C(=NC=C2)NC=C3CCCC#N)C(=CC(=C1)NC=1OC[C@@](CN1)(C(C)C)CO)F |r|